COC1=CC(=CN=N1)C=1C=CC2=C(C1)OCC=1N=C(SC12)N(C1CC(NC(C1)(C)C)(C)C)C 7-(6-Methoxypyridazin-4-yl)-N-methyl-N-(2,2,6,6-tetramethyl-piperidin-4-yl)-4H-chromeno[3,4-d]thiazol-2-amine